ClC1=NC=C(C(=O)NC2=C(C=C(C(=C2)N2N=NC(=C2)C(NC2CCN(CC2)C)=O)F)N2C[C@@H](N([C@@H](C2)C)C)C)C(=C1)C(F)(F)F 6-chloro-N-(4-fluoro-5-(4-((1-methylpiperidin-4-yl)carbamoyl)-1H-1,2,3-triazol-1-yl)-2-((3S,5R)-3,4,5-trimethylpiperazin-1-yl)phenyl)-4-(trifluoromethyl)nicotinamide